(S)-2-((3,4-dimethylbenzyl)amino)propan-1-ol CC=1C=C(CN[C@H](CO)C)C=CC1C